5-((1,4-di-oxazolidin-2-yl)methyl)-3-(4-bromophenyl)-1,3,4-oxadiazol-2(3H)-one O1N(COC1)CC1=NN(C(O1)=O)C1=CC=C(C=C1)Br